BrC1=NN2C(N(C(C(C2)C)=O)CC2=CC=C(C=C2)C=2N(C=C(N2)C(F)(F)F)C)=C1 2-bromo-6-methyl-4-(4-(1-methyl-4-(trifluoromethyl)-1H-imidazol-2-yl)benzyl)-6,7-dihydropyrazolo[1,5-a]pyrimidin-5(4H)-one